FC(C(C1=CC=C(C=C1)F)NS(=O)(=O)C1COCCC1)(F)F N-(2,2,2-trifluoro-1-(4-fluorophenyl)ethyl)tetrahydro-2H-pyran-3-sulfonamide